OC1=C(C=C(C=C1)S(=O)(=O)NC(C1=C(N=C(C=C1)N1N=C(C=C1)OCCC1(CC1)C(F)(F)F)N1C(C[C@@H](C1)C)(C)C)=O)OC (S)-N-((4-Hydroxy-3-methoxyphenyl)sulfonyl)-6-(3-(2-(1-(trifluoromethyl)cyclopropyl)ethoxy)-1H-pyrazol-1-yl)-2-(2,2,4-trimethylpyrrolidin-1-yl)nicotinamide